(N,N-diisopropyl)-phosphoramidite C(C)(C)N(P([O-])[O-])C(C)C